CN1N=C(C(=C1)S(=O)(=O)N1CCC(CC1)C=1C(=CC=2N(C1)C=CN2)C)C 6-(1-((1,3-dimethyl-1H-pyrazol-4-yl)sulfonyl)piperidin-4-yl)-7-methylimidazo[1,2-a]pyridine